[1,2,4]triazolo[1,2-a]pyridazin C1N=CN2N1C=CC=C2